6-(3-((2,2'-dimethyl-3'-(4,5,6,7-tetrahydrothiazolo[4,5-c]pyridin-2-yl)-[1,1'-biphenyl]-3-yl)oxy)propyl)-6-azaspiro[3.4]octan-2-ol CC1=C(C=CC=C1OCCCN1CC2(CC(C2)O)CC1)C1=C(C(=CC=C1)C=1SC2=C(CNCC2)N1)C